2-[2-methyl-4-({(1R)-1-[2-methyl-3-(trifluoromethyl)phenyl]ethyl}amino)pyrido[2,3-d]pyrimidin-6-yl]-1lambda6,2-thiazolidine-1,1-dione CC=1N=C(C2=C(N1)N=CC(=C2)N2S(CCC2)(=O)=O)N[C@H](C)C2=C(C(=CC=C2)C(F)(F)F)C